6-(4-fluoro-3-methyl-phenyl)-3-methyl-1-(4-pyridylmethyl)imidazo[4,5-b]Pyridine FC1=C(C=C(C=C1)C=1C=C2C(=NC1)N(CN2CC2=CC=NC=C2)C)C